CC1(N(C[C@H](C1)CCC(C1=NC=CC=C1)=O)C(=O)OC(C)(C)C)C tert-Butyl (4S)-2,2-dimethyl-4-[3-oxo-3-(2-pyridyl)propyl]pyrrolidine-1-carboxylate